tert-butyl 4-(6-cyano-2-(2-((6,6-dimethyl-2,4-dioxo-3-azabicyclo[3.1.0]hexan-3-yl)methyl)thieno[3,2-b]pyridin-7-yl)-4-methylnicotinoyl)-2,2-dimethylpiperazine-1-carboxylate C(#N)C1=NC(=C(C(=O)N2CC(N(CC2)C(=O)OC(C)(C)C)(C)C)C(=C1)C)C1=C2C(=NC=C1)C=C(S2)CN2C(C1C(C1C2=O)(C)C)=O